NCC1=CC=C2C=CN(C2=C1)CC1=NC=CC(=C1)C(NCCOCCOCCOCCNC(OC(C)(C)C)=O)=O Tert-butyl (1-(2-((6-(aminomethyl)-1H-indol-1-yl)methyl)pyridin-4-yl)-1-oxo-5,8,11-trioxa-2-azatridecan-13-yl)carbamate